BrC=1C=C(C=C(C1)C=NC1=C(C=C(C=C1)Cl)Cl)O 3-bromo-5-((2,4-dichloro-phenylimino)meth-yl)phenol